5-chloro-7-azaindole-2-carboxamide ClC=1C=C2C=C(NC2=NC1)C(=O)N